C(C1=CC=CC=C1)OC1=CC=C(C=C1)N1N=CC(=N1)C(=O)O 2-(4-(benzyloxy)phenyl)-2H-1,2,3-triazole-4-carboxylic acid